ClC=1C(=NNC1)C1=NC(=NC=C1C(F)(F)F)N[C@@H]1CC[C@H](CC1)N(C(=O)NCC(F)(F)F)C1=NC=C(N=C1)C=1C=NC(=NC1)OC 1-(trans-4-((4-(4-chloro-1H-pyrazol-3-yl)-5-(trifluoromethyl)pyrimidin-2-yl)amino)cyclohexyl)-1-(5-(2-methoxypyrimidin-5-yl)pyrazin-2-yl)-3-(2,2,2-trifluoroethyl)urea